[Cr](=O)(=O)([O-])O[Cr](=O)(=O)[O-].[K+].[K+] Kalium dichromat